C(C)C1=CN=C2N1C=C(C=N2)C=2C=CN1N=C(N=CC12)NC1CCC(CC1)(O)C (1s,4s)-4-((5-(3-ethylimidazo[1,2-a]pyrimidin-6-yl)pyrrolo[2,1-f][1,2,4]triazin-2-yl)amino)-1-methylcyclohexan-1-ol